ClC=1C=C2C3=C(NC2=C(C1)C1=CC(=C(C=C1)OCC1=NC=CC=C1)OC)C(=NC=C3)C 6-Chloro-8-[3-methoxy-4-(pyridin-2-ylmethoxy)-phenyl]-1-methyl-9H-pyrido[3,4-b]indole